6-(2-(methylsulfonyl)pyrimidin-5-yl)hexan CS(=O)(=O)C1=NC=C(C=N1)CCCCCC